3-(2-{[1-(3-fluoro(2-pyridyl))-isopropyl]amino}pyrimidin-5-yl)benzamide FC=1C(=NC=CC1)C(C)(C)NC1=NC=C(C=N1)C=1C=C(C(=O)N)C=CC1